ClC1=CC(=NC(=N1)C)OC(C)C=1N=C2N(C=C(C=C2N2C(N(C(C2)=O)C)=O)C2CC2)C1 1-(2-(1-((6-chloro-2-methylpyrimidin-4-yl)oxy)ethyl)-6-cyclopropylimidazo[1,2-a]pyridin-8-yl)-3-methylimidazolidine-2,4-dione